(1R,R)-2-((4-(4-((1R,2S)-6-hydroxy-2-phenyl-1,2,3,4-tetrahydronaphthalen-1-yl)phenyl)piperazin-1-yl)methyl)cyclohexane-1-carbaldehyde OC=1C=C2CC[C@@H]([C@@H](C2=CC1)C1=CC=C(C=C1)N1CCN(CC1)C[C@H]1[C@@H](CCCC1)C=O)C1=CC=CC=C1